3-chloro-2-butenyl-1H-pyrrole ClC1=C(NC=C1)C=CCC